tert-butyl 3-((4aS*,8aR*)-1-benzylhexahydro-1H-pyrido[3,4-b][1,4]oxazin-6(7H)-yl)-2,2-dimethylpropanoate C(C1=CC=CC=C1)N1[C@H]2[C@@H](OCC1)CN(CC2)CC(C(=O)OC(C)(C)C)(C)C |o1:8,9|